2-(4-((4-methylphenyl)amino)-7-methoxyquinazolin-6-yl)-oxydimethylacetamide CC1=CC=C(C=C1)NC1=NC=NC2=CC(=C(C=C12)OCC(=O)N(C)C)OC